4-(4-((4-adamantan-2-ylidene-2,5-dioxo-1-(4-(4-(4-propylphenyl)piperazinyl)phenyl)pyrrolin-3-ylidene)ethyl)-2-thienyl)phenyl (4-propyl)benzoate C(CC)C1=CC=C(C(=O)OC2=CC=C(C=C2)C=2SC=C(C2)CC=C2C(N(C(C2=C2C3CC4CC(CC2C4)C3)=O)C3=CC=C(C=C3)N3CCN(CC3)C3=CC=C(C=C3)CCC)=O)C=C1